6-(1H-imidazol-1-yl)-N-((1r,4r)-4-(2-methoxyethoxy)cyclohexyl)-4-(methylthio)pyridinecarboxamide N1(C=NC=C1)C1=CC(=CC(=N1)C(=O)NC1CCC(CC1)OCCOC)SC